C1(=CC=C(C=C1)C#CC1=CC=C(C(=O)O)C=C1)C#CC1=CC=C(C(=O)O)C=C1 4,4'-(1,4-phenylenebis(acetylene-2,1-diyl))dibenzoic acid